NC1=CC=C(C=C1)C=1C=CC(N(N1)C(C)C)=O 6-(4-aminophenyl)-2-isopropylpyridazin-3(2H)-one